(S)-N-Boc-3-morpholinecarbaldehyde C(=O)(OC(C)(C)C)N1[C@@H](COCC1)C=O